C(C1=CC=CC=C1)OC1=CC=C(C=C1)CC(C=1N=NN(C1)[C@@H](CC(=O)NO)CC1=CNC2=CC=CC=C12)NC(C1=CC(=C(C=C1)F)F)=O N-[2-(4-Benzyloxyphenyl)-1-[1-[(1R)-3-(Hydroxyamino)-1-(1H-indol-3-ylmethyl)-3-oxo-propyl]triazol-4-yl]ethyl]-3,4-difluoro-benzamid